2-(1-adamantyl)-7-methoxy-1H-quinazolin-4-one C12(CC3CC(CC(C1)C3)C2)C=2NC3=CC(=CC=C3C(N2)=O)OC